(R)-N-(3-(1-((2-Amino-5-chloropyridin-3-yl)oxy)ethyl)phenyl)-5-methylthiazol-2-carboxamid NC1=NC=C(C=C1O[C@H](C)C=1C=C(C=CC1)NC(=O)C=1SC(=CN1)C)Cl